rac-[3-(3,4-difluoro-2-methoxy-phenyl)-4,5,5-trimethyl-tetrahydrofuran-2-yl] acetate C(C)(=O)OC1OC(C(C1C1=C(C(=C(C=C1)F)F)OC)C)(C)C